FC1=CC=C(C=C1)N1N=CC=2C[C@]3(C(=CC12)CCC1(OCCO1)C3)C(=O)OCC Ethyl (S)-1-(4-fluorophenyl)-1,4,7,8-tetrahydrospiro[benzo[f]indazole-6,2'-[1,3]dioxolane]-4a(5H)-carboxylate